5'-bromo-3-methyl-2-oxo-2H-[1,3'-bipyridine]-5-carboxylate BrC=1C=C(C=NC1)N1C(C(=CC(=C1)C(=O)[O-])C)=O